triethoxytrichlorocyclotriphosphazene C(C)OP1(=NP(=NP(=N1)(Cl)OCC)(Cl)OCC)Cl